Methyl-2-((((cis-3-(2-amino-6-methoxy-9H-purin-9-yl)-cyclobutyl)methoxy) (4-bromophenoxy)phosphoryl)amino)-2-methylpropanoat COC(C(C)(C)NP(=O)(OC1=CC=C(C=C1)Br)OC[C@@H]1C[C@@H](C1)N1C2=NC(=NC(=C2N=C1)OC)N)=O